(4R)-4-(3,3-dibromoprop-2-en-1-yl)-2,2-dimethyl-1,3-oxazolidine-3-carboxylic acid tert-butyl ester C(C)(C)(C)OC(=O)N1C(OC[C@H]1CC=C(Br)Br)(C)C